2-propen-1-amine hydrochloride Cl.C(C=C)N